NC1=C(C=CC(=C1)NCCCC1=CC=C(C=C1)C(F)(F)F)NC(CCCCCCC)=O N-(2-Amino-4-((3-(4-(trifluoromethyl)phenyl)propyl)amino)phenyl)octanamid